phenyl-2,5-dioxabicyclo[4.1.0]heptane-7-carboxamide C1(=CC=CC=C1)C12OCCOC2C1C(=O)N